COC=1C=CC2=C(NC(=N2)C2=NNC3=CC=C(C=C23)C(=O)OC)C1 methyl 3-(6-methoxy-1H-benzo[d]imidazol-2-yl)-1H-indazole-5-carboxylate